ClC1=C(C(=CC(=C1)C(F)(F)F)Cl)N1CC(CN(S1(=O)=O)CC(=O)NC1C2CC3(CC(CC1C3)C2)C(=O)N)CC 4-(2-(6-(2,6-dichloro-4-(trifluoromethyl)phenyl)-4-ethyl-1,1-dioxido-1,2,6-thiadiazinane-2-yl)acetamido)adamantane-1-carboxamide